C(#N)C1=C(SC2=C1C(=CC=C2F)B2OCC(CO2)(C)C)NC(OC(C)(C)C)=O tert-butyl N-[3-cyano-4-(5,5-dimethyl-1,3,2-dioxaborinan-2-yl)-7-fluoro-1-benzothiophen-2-yl]carbamate